3,5-di-tert-butyl-4-hydroxy-benzeneacetic acid isooctyl ester C(CCCCC(C)C)OC(CC1=CC(=C(C(=C1)C(C)(C)C)O)C(C)(C)C)=O